N-(3-(4-(1H-indazol-5-yl)phenyl)propyl)-1,3-dimethyl-1H-pyrazole-5-carboxamide N1N=CC2=CC(=CC=C12)C1=CC=C(C=C1)CCCNC(=O)C1=CC(=NN1C)C